COC=1C=C(CCC2=CC(=NN2)NC(C2=CC=C(C=C2)N2C[C@H](N[C@H](C2)C)C)=O)C=C(C1)OC N-(5-(3,5-dimethoxyphenethyl)-1H-pyrazol-3-yl)-4-((3R,5S)-3,5-Dimethylpiperazin-1-yl)benzamide